N-((1R,2R,4S)-7-cyano-7-azabicyclo[2.2.1]heptan-2-yl)-3-(4-pyridinyl)benzamide C(#N)N1[C@H]2[C@@H](C[C@@H]1CC2)NC(C2=CC(=CC=C2)C2=CC=NC=C2)=O